O=C(CSC1=NN=NN1C1=CC=C(C(=O)O)C=C1)C1=NC=NC=C1 4-(5-((2-Oxo-2-(pyrimidin-4-yl)ethyl)thio)-1H-tetrazol-1-yl)benzoic acid